FC=1C(=NC(=NC1)NC=1C=NC(=CC1)CO)C1=CNC2=C(C=CC=C12)NC([C@@H](COC)N1CCN(CC1)C)=O (R)-N-(3-(5-fluoro-2-((6-(hydroxymethyl)pyridin-3-yl)amino)pyrimidin-4-yl)-1H-indol-7-yl)-3-methoxy-2-(4-methylpiperazin-1-yl)propanamide